1-[(3RS)-3-({4-[3-(5-chloro-2-fluorophenyl)-1H-pyrrolo[3,2-b]pyridin-2-yl]pyridin-3-yl}oxy)pyrrolidin-1-yl]prop-2-en-1-one ClC=1C=CC(=C(C1)C1=C(NC=2C1=NC=CC2)C2=C(C=NC=C2)O[C@H]2CN(CC2)C(C=C)=O)F |r|